1-(tert-butyl) 2-methyl (2S,4R)-5-(but-3-en-1-yl)-4-((tert-butyldimethylsilyl)oxy)-5-hydroxypyrrolidine-1,2-dicarboxylate C(CC=C)C1([C@@H](C[C@H](N1C(=O)OC(C)(C)C)C(=O)OC)O[Si](C)(C)C(C)(C)C)O